C(C)OC([C@@H](N)CC1=CC=C(C=C1)O)=O tyrosine ethyl ester